N-(4-(methylsulfinyl)benzyl)-4-(2-(p-tolyl)-2H-pyrazolo[3,4-d]pyrimidin-4-yl)piperazine-2-carboxamide CS(=O)C1=CC=C(CNC(=O)C2NCCN(C2)C=2C=3C(N=CN2)=NN(C3)C3=CC=C(C=C3)C)C=C1